O1C(C=NC=C1)C(=O)O [1,4]Oxazine-2-carboxylic acid